(S)-3-(4-((R)-1-ethoxy-2,2,2-trifluoroethyl)-3-((2-ethoxypyrimidin-5-yl)amino)phenyl)pentanoic acid C(C)O[C@@H](C(F)(F)F)C1=C(C=C(C=C1)[C@H](CC(=O)O)CC)NC=1C=NC(=NC1)OCC